ClC[Si](C1=C(C(=C(C(=C1F)F)F)F)F)(C1=C(C(=C(C(=C1F)F)F)F)F)C (Chloromethyl)methylbis(pentafluorophenyl)silane